6-(1-acetylazetidin-3-yl)-1-amino-3H-indol-2-one C(C)(=O)N1CC(C1)C1=CC=C2CC(N(C2=C1)N)=O